C(=C)C1=CC=C(C=C1)CCCCP(O)(O)=O 4-(4-vinyl-phenyl)butyl-phosphonic acid